tri-hydroxytrimethyl-glutaryl-coenzyme A OC(C(C(C(=O)SCCNC(CCNC([C@@H](C(COP(OP(OC[C@@H]1[C@H]([C@H]([C@@H](O1)N1C=NC=2C(N)=NC=NC12)O)OP(=O)(O)O)(=O)O)(=O)O)(C)C)O)=O)=O)(C)C)(C)O)(C(=O)O)O